C(C)(C)C1=CC=C(C=C1)NC(CO)C=C 2-[(4-isopropylphenyl)amino]but-3-en-1-ol